3,4-dimethyl-N-[[4-(pentafluoro-λ6-sulfanyl)phenyl]methyl]pyrimido[4',5':4,5]thieno[2,3-c]pyridazin-8-amine CC1=C(C2=C(N=N1)SC1=C2N=CN=C1NCC1=CC=C(C=C1)S(F)(F)(F)(F)F)C